(3R)-3-methyl-7-oxo-1-({2,3',5'-trifluoro-[1,1'-biphenyl]-3-yl}methyl)-9-oxa-2,6-diazaspiro[4.5]decane-2-carboxylic acid benzyl ester C(C1=CC=CC=C1)OC(=O)N1C(C2(C[C@H]1C)NC(COC2)=O)CC=2C(=C(C=CC2)C2=CC(=CC(=C2)F)F)F